Cl.FC(C1=NN(C2=CC(=CC=C12)C(C(=O)N)CO)C=1C=C(C=CC1)C)F (3-(difluoromethyl)-1-(m-tolyl)-1H-indazol-6-yl)-3-hydroxypropionamide hydrochloride